F[P-](F)(F)(F)(F)F.F[P-](F)(F)(F)(F)F.[Ru+2].N1=C(C=CC=C1)C1=NC=CC=C1.N1=C(C=CC=C1)C1=NC=CC=C1.N1=C(C=CC=C1)C1=NC=CC=C1 tris(2,2'-bipyridine) ruthenium (II) bis(hexafluorophosphate) salt